Gadolinium (2S,2'S,2''S)-2,2',2''-{10-[(1S)-1-carboxy-4-{4-[2-(2-ethoxyethoxy)ethoxy]phenyl}butyl]-1,4,7,10-tetraazacyclododecane-1,4,7-triyl}tris(3-hydroxypropanoate) C(=O)(O)[C@H](CCCC1=CC=C(C=C1)OCCOCCOCC)N1CCN(CCN(CCN(CC1)[C@H](C(=O)[O-])CO)[C@H](C(=O)[O-])CO)[C@H](C(=O)[O-])CO.[Gd+3]